C1(CC1)NC1=NN2C(N=CC=C2)=C1C#N (cyclopropylamino)pyrazolo[1,5-a]pyrimidine-3-carbonitrile